C(C)(C)C1=NC=2C=CNC(C2C(=C1)NC1=NC=C(C=C1)S(=O)(=O)N1CCCCC1)=O 2-isopropyl-4-[[5-(1-piperidyl-sulfonyl)-2-pyridyl]amino]-6H-1,6-naphthyridin-5-one